2-(difluoromethyl)-5-(4-((4,5-diphenyl-1H-1,2,3-triazol-1-yl)methyl)phenyl)-1,3,4-oxadiazole FC(C=1OC(=NN1)C1=CC=C(C=C1)CN1N=NC(=C1C1=CC=CC=C1)C1=CC=CC=C1)F